Cl.NC1=C(C(N(C2=CC(=CC=C12)C(F)(F)F)C1=CC=C(C=C1)CNC)=O)C(=O)OC methyl 4-amino-1-(4-((methylamino)methyl)phenyl)-2-oxo-7-(trifluoromethyl)-1,2-dihydroquinoline-3-carboxylate hydrochloride